4-(1-(4-((1H-tetrazol-1-yl)methyl)-2-chlorophenyl)-1H-imidazol-4-yl)-N-(1-(methylsulfonyl)piperidin-4-yl)-5-(trifluoromethyl)pyrimidin-2-amine N1(N=NN=C1)CC1=CC(=C(C=C1)N1C=NC(=C1)C1=NC(=NC=C1C(F)(F)F)NC1CCN(CC1)S(=O)(=O)C)Cl